ClC=1C=CC2=C(CC3(CC=4N2C(=NN4)[C@@H]4CC[C@H](CC4)C(=O)N4CCCC4)OCCO3)C1 [Trans-4-(8'-chloro-4'H,6'H-spiro[1,3-dioxolane-2,5'-[1,2,4]triazolo[4,3-a][1]benzazepine]-1'-yl)cyclohexyl](pyrrolidin-1-yl)methanone